C(C)(C)(C)C=1N(C=CN1)CC1=C(C=C(C=C1)C1=C(SC(=C1)CC(C)C)S(=O)(=O)NC([O-])=O)C#N ((3-(4-((2-(tert-butyl)-1H-imidazol-1-yl)methyl)-3-cyanophenyl)-5-Isobutylthiophen-2-yl)sulfonyl)carbamate